ClC1=C(C(=O)NC(NC=2C(=NC=CC2SC)C(C)C)=O)C=C(C(=N1)Cl)Cl 2,5,6-trichloro-N-((2-isopropyl-4-(methylthio)pyridin-3-yl)carbamoyl)nicotinamide